Cl.FC1=C(C=C(C(=C1)S(N[C@H](C)C1CCN(CC1)C)(=O)=O)C)NC(C1=C(C=CC=C1)C)=O (R)-N-(2-fluoro-5-methyl-4-(N-(1-(1-methylpiperidin-4-yl)ethyl)sulfamoyl)phenyl)-2-methylbenzamide hydrochloride